COC1=C(C=CC(=N1)C=1N=NN(C1NC(O[C@H](C(F)F)C1=CC=CC=C1)=O)C)NS(=O)(=O)C (S)-2,2-difluoro-1-phenylethyl (4-(6-methoxy-5-(methylsulfonamido) pyridin-2-yl)-1-methyl-1H-1,2,3-triazol-5-yl)carbamate